C(C)(C)(C)OC(=O)N1[C@@H](CN([C@H](C1)C)C1=CC(=C(C=C1)C#N)Cl)C (2R,5S)-4-(3-chloro-4-cyanophenyl)-2,5-dimethylpiperazine-1-carboxylic acid tert-butyl ester